[Na+].OC1=C(C=CC=C1)C(O)S(=O)[O-] 2-hydroxyphenyl-hydroxymethyl-sulfinic acid-sodium salt